7-Oxo-4-azaspiro[2.5]octane-4-carboxylic acid tert-butyl ester C(C)(C)(C)OC(=O)N1C2(CC2)CC(CC1)=O